FC1(CN(C1)C1=NC(=CC(=N1)C=1SC(=NN1)C1=C(C=C(C=C1)I)N1CCC2(CC2)CC1)C)F 2-(2-(3,3-difluoroazetidin-1-yl)-6-methylpyrimidin-4-yl)-5-(4-iodo-2-(6-azaspiro[2.5]oct-6-yl)phenyl)-1,3,4-thiadiazole